CC1=CNC2=NC=C(C=C21)C2BOOC2 3-methyl-5-(4,5-dioxaborolan-2-yl)-1H-pyrrolo[2,3-b]pyridine